lithium (1R,2S,5S)-6,6-dimethyl-3-azabicyclo[3.1.0]hexanecarboxylate CC1([C@@H]2CNC[C@]12C(=O)[O-])C.[Li+]